BrC1=C(OC(C(=O)O)C)C(=CC=C1)C=O 2-(2-bromo-6-formylphenoxy)propionic acid